3-((5-hydroxypentyl)oxy)-2,2-dimethylpropionic acid tert-butyl ester C(C)(C)(C)OC(C(COCCCCCO)(C)C)=O